(E)-cyclooct-4-en-1-yl (3-ethyl-7,10,13-trioxa-3-azahexadecan-16-yl)carbamate C(C)N(CC)CCCOCCOCCOCCCNC(OC1CC\C=C\CCC1)=O